N4-benzyl-N2,N2,N6,N6-tetrakis(2-methoxyethyl)-8-(4-methoxypiperidin-1-yl)pyrimido[5,4-d]pyrimidine-2,4,6-triamine C(C1=CC=CC=C1)NC=1C2=C(N=C(N1)N(CCOC)CCOC)C(=NC(=N2)N(CCOC)CCOC)N2CCC(CC2)OC